[N+](=O)([O-])C=1C=NC=CC1C(C#N)C#N 2-(3-nitropyridin-4-yl)malononitrile